N-((3R,4R)-3-fluorotetrahydro-2H-pyran-4-yl)-5-(imidazo[1,2-a]pyridin-6-yl)-4-methoxy-7H-pyrrolo[2,3-d]pyrimidin-2-amine F[C@H]1COCC[C@H]1NC=1N=C(C2=C(N1)NC=C2C=2C=CC=1N(C2)C=CN1)OC